tert-butyl 4-((1-(3-(2,6-bis(benzyloxy)pyridin-3-yl)-1-methyl-1H-indazol-7-yl)piperidin-4-yl)methyl)-3,3-dimethylpiperazine-1-carboxylate C(C1=CC=CC=C1)OC1=NC(=CC=C1C1=NN(C2=C(C=CC=C12)N1CCC(CC1)CN1C(CN(CC1)C(=O)OC(C)(C)C)(C)C)C)OCC1=CC=CC=C1